4-((2-(1H-pyrazol-4-yl)ethyl)amino)-N-(1-(3-methoxypyridin-2-yl)ethyl)-5,6-dimethylpyrimidine-2-carboxamide N1N=CC(=C1)CCNC1=NC(=NC(=C1C)C)C(=O)NC(C)C1=NC=CC=C1OC